2-(4-Hydroxy-3-methoxy-phenyl)acetic acid-1-ethylbutyl ester C(C)C(CCC)OC(CC1=CC(=C(C=C1)O)OC)=O